C(C1=CC=CC=C1)OC[C@H](C(=O)O)NC(C(C)(C)NC(=O)OC(C)(C)C)=O (R)-3-benzyloxy-2-(2-tert-butoxycarbonylamino-2-methyl-propionylamino)-propionic acid